lithium ethyl iso-butoxycarbonylphosphonate C(C(C)C)OC(=O)P(OCC)([O-])=O.[Li+]